C(=O)C1=C(C=C(C=C1)[N+](=O)[O-])S(=O)(=O)N(C)C 2-formyl-N,N-dimethyl-5-nitrobenzenesulfonamide